FC(F)[NH-] difluoromethylamide